C(=O)([O-])C(O)C(O)C(=O)[O-].[K+].[Sb+]=O antimony oxide potassium tartrate